1-hydroxy-N-isopentyl-1,3-dihydrobenzo[c][1,2]oxaborole-6-carboxamide OB1OCC2=C1C=C(C=C2)C(=O)NCCC(C)C